C1(CC1)C=1N=NN(C1)[C@@H](C(=O)N1[C@H](C[C@@H](C1)O)C(=O)NC1CC2=C(N(N=N2)C)CC1)C(C)(C)C (2R,4S)-1-[(2R)-2-(4-cyclopropyl-triazol-1-yl)-3,3-dimethyl-butyryl]-4-hydroxy-N-(1-methyl-4,5,6,7-tetrahydrobenzotriazol-5-yl)pyrrolidine-2-carboxamide